OC1(CC(C1)NC(CN1N=C(C2=C(C1=O)SC1=C2C=CC=C1)C(C)C)=O)C N-((1r,1r)-3-hydroxy-3-methylcyclobutyl)-2-(1-isopropyl-4-oxobenzo[4,5]thieno[2,3-d]pyridazin-3(4H)-yl)acetamide